triphenylsulfonium hydroxide sulfonium [SH3+].[OH-].C1(=CC=CC=C1)[S+](C1=CC=CC=C1)C1=CC=CC=C1.[OH-]